NC1=C(C(=NC=N1)[N-]C1CC1)Cl N-(6-amino-5-chloropyrimidin-4-yl)cyclopropylamide